Tetrafluoroindene FC1=C2C(=C(C(C2=CC=C1)F)F)F